di-(2-ethylhexyl)-3,5-dimethoxy-4-hydroxybenzenemalonate C(C)C(COC(C(C(=O)OCC(CCCC)CC)C1=CC(=C(C(=C1)OC)O)OC)=O)CCCC